FC(OC1=C(C=C(C=C1)SC)C1=NN(C=C1NC(=O)C=1C=NN2C1N=CC=C2)CC(=O)N2CCC(CC2)N(C2COC2)CCN2CCOCC2)F N-[3-[2-(difluoromethoxy)-5-methylsulfanyl-phenyl]-1-[2-[4-[2-morpholinoethyl(oxetan-3-yl)amino]-1-piperidyl]-2-oxo-ethyl]pyrazol-4-yl]pyrazolo[1,5-a]pyrimidine-3-carboxamide